5-chloro-N-(1,1-dimethylsilazepan-4-yl)-4-fluoro-6-methyl-1H-pyrrolo[2,3-b]pyridine-2-carboxamide ClC=1C(=C2C(=NC1C)NC(=C2)C(=O)NC2CN[Si](CCC2)(C)C)F